C(C=C)N1N(C2=NC(=NC=C2C1=O)NC1=CC(=C(C=C1)N1CCN(CC1)C)OC)C1=CC=CC(=N1)S(=O)(=O)N 6-(2-allyl-6-((3-methoxy-4-(4-methylpiperazin-1-yl)phenyl)amino)-3-oxo-2,3-dihydro-1H-pyrazolo[3,4-d]pyrimidin-1-yl)pyridin-2-sulfonamide